C1(CC1)CN1C[C@]2(CN(C[C@]2(C1)C)C1=NC(=NC=C1Cl)Cl)C (3aR,6aS)-2-(cyclopropylmethyl)-5-(2,5-dichloropyrimidin-4-yl)-3a,6a-dimethyloctahydropyrrolo[3,4-c]pyrrole